5-Amino-1-[(1S*,3R*)-3-hydroxycyclopentyl]-3-[4-[[(2-methoxybenzoyl)amino]methyl]phenyl]pyrazole-4-carboxamide NC1=C(C(=NN1[C@@H]1C[C@@H](CC1)O)C1=CC=C(C=C1)CNC(C1=C(C=CC=C1)OC)=O)C(=O)N |o1:6,8|